3-(5-(4-((1-(2-(2,6-dioxopiperidin-3-yl)-3-oxoisoindolin-5-yl)piperidin-4-yl)methyl)piperazin-1-yl)-1,3,4-thiadiazol-2-yl)-4-isopropylamino-5H-pyrido[3,2-b]indole-7-carbonitrile O=C1NC(CCC1N1CC2=CC=C(C=C2C1=O)N1CCC(CC1)CN1CCN(CC1)C1=NN=C(S1)C1=C(C=2NC=3C=C(C=CC3C2N=C1)C#N)NC(C)C)=O